FC1=CC=C2C3=C(NC2=C1)C(NC(C3)C(=O)OC)C3=CC=C(C=C3)N(S(=O)(=O)C3=CC=C(C=C3)N3CCN(CC3)C)C methyl 7-fluoro-1-[4-[methyl-[4-(4-methylpiperazin-1-yl)phenyl]sulfonyl-amino]phenyl]-2,3,4,9-tetrahydro-1H-pyrido[3,4-b]indole-3-carboxylate